[Ir](Cl)Cl.C1=CCCC=CCC1 (1,5-cyclooctadiene) iridium dichloride